CN(C1=CC=C(C=C1)NC1=CC=CC=C1)C di-methyl-phenyl-p-phenylenediamine